4-(3-methoxy-2,2-dimethyl-propanoyl)-3,5-dihydro-2H-pyrido[3,4-f][1,4]oxazepine-9-carbonitrile COCC(C(=O)N1CCOC2=C(C1)C=NC=C2C#N)(C)C